COC(=O)C1(CCC2(OCCO2)CC1)NC(CC1=C(C=C(C=C1C)Cl)C)=O 8-{[(4-chloro-2,6-dimethylphenyl)acetyl]amino}-1,4-dioxaspiro[4.5]decane-8-carboxylic acid methyl ester